(-)-8-((1R,2S,3R)-3-hydroxy-2-methylcyclopentyl)-6-(methyl-d3)-2-((1-(methylsulfonyl)piperidin-4-yl-4-d)-amino)pyrido[2,3-d]pyrimidin-7(8H)-one O[C@H]1[C@H]([C@@H](CC1)N1C(C(=CC2=C1N=C(N=C2)NC2(CCN(CC2)S(=O)(=O)C)[2H])C([2H])([2H])[2H])=O)C